ethyl 2,3-diamino-4-chlorobenzoate NC1=C(C(=O)OCC)C=CC(=C1N)Cl